N[C@H](C(=O)O)CC1=CC(=C(C=C1)OP(=O)(O)O)O (S)-2-amino-3-(3-hydroxy-4-(phosphonooxy)phenyl)propanoic acid